ClC=1C=C(C=CC1Cl)NC(=O)[C@@H]1[C@@H]2C[C@H]([C@H]([C@H]1C1=CC(=NC=C1)C(F)(F)F)O2)O (1S,2S,3R,4S,5R)-N-(3,4-dichlorophenyl)-5-hydroxy-3-[2-(trifluoromethyl)pyridin-4-yl]-7-oxabicyclo[2.2.1]heptane-2-carboxamide